C(C)(C)(C)OC(=O)N[C@@H](CCCCNC(=O)OC(C)(C)C)C(=O)O N,N'-di-t-butoxycarbonyl-L-lysine